C1(CC1)C=1N=C2C(=CC=NC2=CC1)C1=C(C=2C(NCCC2N1)=O)I 2-(6-cyclopropyl-1,5-naphthyridin-4-yl)-3-iodo-1h,5h,6h,7h-pyrrolo[3,2-c]Pyridin-4-one